8-((5-cyclopropyl-2-ethoxy-6-(4-fluorophenyl)pyridin-3-yl)methyl)-3-(3-(hydroxymethyl)bicyclo[1.1.1]pentan-1-yl)-1-oxa-3,8-diazaspiro[4.5]decan-2-one C1(CC1)C=1C=C(C(=NC1C1=CC=C(C=C1)F)OCC)CN1CCC2(CN(C(O2)=O)C23CC(C2)(C3)CO)CC1